FC=1C(=CC2=C(OCO2)C1)C1(CC1)C(=O)O 1-(6-fluorobenzo[d][1,3]dioxol-5-yl)cyclopropanecarboxylic acid